3-fluoro-4-(1,2,3,6-tetrahydro-pyridin-4-yl)-N-[5-(1,2,3,6-tetrahydro-pyridin-4-yl)-pyrazin-2-yl]-benzamide FC=1C=C(C(=O)NC2=NC=C(N=C2)C=2CCNCC2)C=CC1C=1CCNCC1